FC=1C=C(CC=2C=NN(C2)C(=O)NC2C(N(C3=C(OC2)C=CC(=C3)OCC(=O)O)C)=O)C=CC1 2-((3-(4-(3-fluorobenzyl)-1H-pyrazole-1-carboxamido)-5-methyl-4-oxo-2,3,4,5-tetrahydrobenzo[b][1,4]oxazepin-7-yl)oxy)acetic acid